ClC1=CC2=C(NC(=N2)C=2C=C(N)C=CC2)C=C1Cl 3-(5,6-dichloro-1H-benzo[d]imidazol-2-yl)aniline